COC1=C(C=CC=C1)C=CC1=NC(=NC(=N1)C(Cl)(Cl)Cl)C(Cl)(Cl)Cl 2-(2-(o-methoxyphenyl)ethenyl)-4,6-bis(trichloromethyl)-s-triazine